[B](F)F.FC(OC1=CC=C(C=C1)C(CC(=O)C1=CC=CC=C1)=O)(F)F 1-(4-trifluoromethoxyphenyl)-3-phenylpropane-1,3-dione boron difluoride